3-[3-chloro-7-(difluoromethyl)pyrrolo[2,3-c]Pyridazin-6-yl]Azetidine-1-carboxylic acid tert-butyl ester C(C)(C)(C)OC(=O)N1CC(C1)C1=CC2=C(N=NC(=C2)Cl)N1C(F)F